BrC=1C=C2C(C(N(C(C2=CC1)=O)CC1=NC=C(C=C1)C=1OC(=NN1)C(F)F)=O)(CC)CC 6-Bromo-2-((5-(5-(difluoromethyl)-1,3,4-oxadiazol-2-yl)pyridin-2-yl)methyl)-4,4-diethylisoquinoline-1,3(2H,4H)-dione